2,5-Dimethyl-2,5-di(tert-butylperoxy)hexan CC(C)(CCC(C)(OOC(C)(C)C)C)OOC(C)(C)C